C(CCCCCCCC)OCOCCCC(CC(CC(CC(CC(CC(CC(CCCI)C)C)C)C)C)C)C 19-iodo-4,6,8,10,12,14,16-heptamethylnonadecyl nonyloxymethyl ether